O=C1N(CCC(N1)=O)N1C(C2=CC=C(C=C2C1=O)CN1CCN(CC1)C1=C(C=CC=C1)OC)=O 2-(2,4-dioxotetrahydropyrimidin-1(2H)-yl)-5-((4-(2-methoxyphenyl)piperazin-1-yl)methyl)isoindoline-1,3-dione